C(C1=CC=CC=C1)OC(=O)N([C@H](C(=O)O)C1CCCC1)C (S)-2-(((benzyloxy)carbonyl)(methyl)amino)-2-cyclopentylacetic acid